C(C)(=O)C1=C(C2=C(N=C(N=C2)Cl)N(C1=O)C1CCCC1)C 6-acetyl-8-cyclopentyl-5-methyl-2-chloro-8H-pyrido[2,3-d]pyrimidin-7-one